2-[(3aR,5S,6S)-2,2-dimethyl-5-(trityloxymethyl)-3a,5,6,6a-tetrahydrofuro[2,3-d][1,3]dioxol-6-yl]ethanol CC1(OC2[C@@H](O1)O[C@@H]([C@@H]2CCO)COC(C2=CC=CC=C2)(C2=CC=CC=C2)C2=CC=CC=C2)C